FC1=CC=C(C=C1)[C@@H]1N(CCC2=CC=CC=C12)C(=O)[C@@H]1OC[C@@H]([C@H](C1)NC(OC(C)(C)C)=O)[S@](=O)(=NC)CC tert-butyl ((2R,4S,5R)-2-((S)-1-(4-fluorophenyl)-1,2,3,4-tetrahydroisoquinoline-2-carbonyl)-5-((S)-N-methylethylsulfonimidoyl)tetrahydro-2H-pyran-4-yl)carbamate